Cl.O=C1NN=C(C2=CC=CC=C12)C1=CC=C(C=C1)[C@@H](C)NS(=O)=O (R)-N-(1-(4-(4-oxo-3,4-dihydro-phthalazin-1-yl)phenyl)ethyl)sulphonamide hydrochloride